(12aR)-10-chloro-9-(2-chloro-6-hydroxyphenyl)-7,8-difluoro-3,4,12,12a-tetrahydro-6H-pyrazino[2,1-c][1,4]benzoxazepine-2(1H)-carboxylic acid tert-butyl ester C(C)(C)(C)OC(=O)N1C[C@@H]2COC3=C(CN2CC1)C(=C(C(=C3Cl)C3=C(C=CC=C3O)Cl)F)F